tert-butyl 4-(4-isopropyl-5-(8-methyl-[1,2,4]triazolo[1,5-a]pyridin-6-yl)-1H-pyrazol-3-yl)piperidine-1-carboxylate C(C)(C)C=1C(=NNC1C=1C=C(C=2N(C1)N=CN2)C)C2CCN(CC2)C(=O)OC(C)(C)C